1,2-dioleyloxy-propan C(CCCCCCC\C=C/CCCCCCCC)OCC(C)OCCCCCCCC\C=C/CCCCCCCC